N(C1=CC=CC=C1)CCNC1=CC=CC=C1 1,2-dianilinoethane